N1C=C(C2=CC=CC=C12)\C=C/1\C(N=C(S1)NC1=C(C=CC=C1)C(F)(F)F)=O (5Z)-5-(1H-Indol-3-ylmethylene)-2-{[2-(trifluoromethyl)phenyl]amino}-1,3-thiazol-4(5H)-one